2-{[(1R)-1-(4-chlorophenyl)-2-[(4-chlorophenyl)methyl]-5-(2-hydroxypropan-2-yl)-3-oxo-2,3-dihydro-1H-isoindol-1-yl]oxy}-N,N-dimethylacetamide ClC1=CC=C(C=C1)[C@@]1(N(C(C2=CC(=CC=C12)C(C)(C)O)=O)CC1=CC=C(C=C1)Cl)OCC(=O)N(C)C